1-((8-((2,2'-dimethyl-3'-(3-morpholinopropoxy)-[1,1'-biphenyl]-3-yl)amino)-1,7-naphthyridin-2-yl)methyl)piperidine-2-acetic acid CC1=C(C=CC=C1NC=1N=CC=C2C=CC(=NC12)CN1C(CCCC1)CC(=O)O)C1=C(C(=CC=C1)OCCCN1CCOCC1)C